lithium 2-decanol CC(CCCCCCCC)O.[Li]